N-[9-[(4R,6R)-7-[2-cyanoethoxy-(diisopropylamino)phosphanyl]oxy-4-[(1,3-dioxoisoindolin-2-yl)oxymethyl]-2,5-dioxabicyclo[2.2.1]heptan-6-yl]purin-6-yl]benzamide C(#N)CCOP(OC1C2OC[C@@]1(O[C@H]2N2C1=NC=NC(=C1N=C2)NC(C2=CC=CC=C2)=O)CON2C(C1=CC=CC=C1C2=O)=O)N(C(C)C)C(C)C